C(C)(=O)N1CC2(CC1)C(CCC2)C(=O)N2C(CC(C2)F)C(=O)NC(C2=CC=C(C=C2)C(C)C)C2=CC=CC=C2 1-{2-acetyl-2-azaspiro[4.4]nonane-6-carbonyl}-4-fluoro-N-{phenyl[4-(propan-2-yl)phenyl]methyl}pyrrolidine-2-carboxamide